C(C)N(CC)CC N,N,N-triethylamine